[Si](C)(C)(C(C)(C)C)OC1C(C1)N 2-((tert-butyldimethylsilyl)oxy)cyclopropan-1-amine